C(C)OC(NC(C(/N=N/C1=CC(=C(C(=C1)C)CC1=NN(C(C(=C1)C1(CCCC1)C)=O)CC1=CC=C(C=C1)OC)C)C#N)=O)=O (E)-(2-cyano-2-((4-((1-(4-methoxybenzyl)-5-(1-methylcyclopentyl)-6-oxo-1,6-dihydropyridazin-3-yl)methyl)-3,5-dimethylphenyl)azo)acetyl)carbamic acid ethyl ester